1-(4-(1,4-dimethyl-1H-pyrazol-5-yl)-5-fluoropyrimidin-2-yl)-N-methyl-N-(thiazol-4-ylmethyl)piperidine-4-carboxamide CN1N=CC(=C1C1=NC(=NC=C1F)N1CCC(CC1)C(=O)N(CC=1N=CSC1)C)C